3-amino-6-chloro-N-(3-fluoro-1-methyl-4-piperidyl)pyridine-2-carboxamide NC=1C(=NC(=CC1)Cl)C(=O)NC1C(CN(CC1)C)F